tert-butyl (R)-(1-(((3-(5-chloro-2-((6-fluoro-2-methylpyridin-3-yl)oxy)-4-(trifluoromethyl)benzamido)phenyl)(methyl)(oxo)-λ6-sulfaneylidene)carbamoyl) cyclobutyl)carbamate ClC=1C(=CC(=C(C(=O)NC=2C=C(C=CC2)[S@](=O)(C)=NC(=O)C2(CCC2)NC(OC(C)(C)C)=O)C1)OC=1C(=NC(=CC1)F)C)C(F)(F)F